ClC=1C(=NC(=NC1)NC1=CC(=C(C=C1)N1CCN(C2(CC2)C1)C)F)C(=O)O 5-chloro-2-((3-fluoro-4-(4-methyl-4,7-diazaspiro[2.5]octan-7-yl)phenyl)amino)pyrimidine-4-carboxylic acid